CS(=O)(=O)OCC12CC(C1)(C2)CNC2=C1C=CN=C(C1=CC=C2)NCC2=C(C=C(C=C2)OC)OC [3-[[[1-[(2,4-dimethoxyphenyl)methylamino]isoquinolin-5-yl]amino]methyl]-1-bicyclo[1.1.1]pentanyl]methyl methanesulfonate